5-Bromo-N1-ethylbenzene-1,2-diamine BrC1=CC=C(C(=C1)NCC)N